C(#N)C1=C(C=CC=C1)SC=1C=2N(C=C(C1)C=1C=NN(C1C)C1CCC(CC1)(C)O)N=CC2C#N 4-((2-cyanophenyl)thio)-6-(1-((1s,4s)-4-hydroxy-4-methylcyclohexyl)-5-methyl-1H-pyrazol-4-yl)pyrazolo[1,5-a]pyridine-3-carbonitrile